S(=O)(=O)([O-])[O-].[NH4+].[NH4+] Ammonium sulphat